(RS)-2-amino-4-(hydroxymethylphosphino)butanoic acid ammonium salt [NH4+].N[C@@H](C(=O)[O-])CCPCO |r|